(8-{[2-(4-Chlorophenyl)imidazo[1,2-a]pyridin-3-yl]methyl}-3,8-diazabicyclo[3.2.1]oct-3-yl)-(6-methoxypyridin-2-yl)methanon ClC1=CC=C(C=C1)C=1N=C2N(C=CC=C2)C1CN1C2CN(CC1CC2)C(=O)C2=NC(=CC=C2)OC